O1C=CC2=C1C=C(C=C2)C(=O)N2CC1=CC(=C(C(=C1CC2)Cl)C(=O)N[C@H](C(=O)O)CC2=CC(=CC=C2)S(=O)(=O)C)Cl (S)-2-[2-(benzofuran-6-carbonyl)-5,7-dichloro-1,2,3,4-tetrahydroisoquinoline-6-carboxamido]-3-(3-methylsulfonylphenyl)propionic acid